4-fluoro-2-[5-(6-{[(2S)-1-(1H-tetrazol-1-yl)propan-2-yl]oxy}pyrimidin-4-yl)-3H-imidazo[4,5-b]pyridin-3-yl]benzonitrile FC1=CC(=C(C#N)C=C1)N1C=NC=2C1=NC(=CC2)C2=NC=NC(=C2)O[C@H](CN2N=NN=C2)C